O=C1NC(CCC1N1C(N(C2=C1C=CC=C2CCCCCCNC(OC(C)(C)C)=O)C)=O)=O tert-butyl N-[6-[1-(2,6-dioxopiperidin-3-yl)-3-methyl-2-oxo-1,3-benzodiazol-4-yl]hexyl]carbamate